(S)-7-((5-(3-((dimethyl-amino)methyl)-3-hydroxypiperidin-1-yl)pyridin-2-yl)amino)-4-(7-fluoro-imidazo[1,2-a]pyridin-3-yl)isoindolin-1-one CN(C)C[C@@]1(CN(CCC1)C=1C=CC(=NC1)NC=1C=CC(=C2CNC(C12)=O)C1=CN=C2N1C=CC(=C2)F)O